C(C=C)[C@@H]1[C@@](CN(C1)S(N[C@H]1[C@@H](C1)NC(=O)OC(C)(C)C)(=O)=O)(C(=O)O[C@H](C)C1=CC=CC=C1)N=[N+]=[N-] |&1:10,11| (R)-1-phenylethyl (3R,4S)-4-allyl-3-azido-1-(N-((rac)-trans-2-((tert-butoxycarbonyl)amino) cyclopropyl)sulfamoyl)pyrrolidine-3-carboxylate